N-(benzo[d]isoxazol-3-yl)-4-ethylbenzenesulfonamide O1N=C(C2=C1C=CC=C2)NS(=O)(=O)C2=CC=C(C=C2)CC